1-ethyl-1-butylpyrrolidinium bis(pentafluoroethanesulfonyl)imide salt [N-](S(=O)(=O)C(F)(F)C(F)(F)F)S(=O)(=O)C(F)(F)C(F)(F)F.C(C)[N+]1(CCCC1)CCCC